C1(CCC1)NCC(=O)O N-cyclobutylglycine